2-[3'-(9H-carbazol-9-yl)-1,1'-biphenyl-4-yl]-4-(dibenzofuran-3-yl)-6-phenyl-1,3,5-triazine C1=CC=CC=2C3=CC=CC=C3N(C12)C=1C=C(C=CC1)C1=CC=C(C=C1)C1=NC(=NC(=N1)C=1C=CC2=C(OC3=C2C=CC=C3)C1)C1=CC=CC=C1